C12(CC3CC(CC(C1)C3)C2)CC2=C(C(=C(C=C2)C2=CC=CC=C2)N)CC23CC1CC(CC(C2)C1)C3.[Pd+2] palladium (II) bis[(1-adamantyl)methyl](2-aminobiphenyl)